BrC1=CC(=C(C=C1)CCO)I 2-(4-Bromo-2-iodo-phenyl)ethanol